1-(2-chloro-5-((R)-2-(2,5-difluorophenyl)-4,4-difluoropyrrolidin-1-yl)pyrazolo[1,5-a]pyrimidin-3-yl)-3-((1S,2R)-2-fluorocyclopropyl)thiourea ClC1=NN2C(N=C(C=C2)N2[C@H](CC(C2)(F)F)C2=C(C=CC(=C2)F)F)=C1NC(=S)N[C@@H]1[C@@H](C1)F